acryl-acetylene benzoate C(C1=CC=CC=C1)(=O)O.C(=O)(C=C)C#C